N-(5-(2-(tert-butyl)-7-(methylsulfinyl)-1-oxoisoindolin-5-yl)-4-methylthiazol-2-yl)acetamide C(C)(C)(C)N1C(C2=C(C=C(C=C2C1)C1=C(N=C(S1)NC(C)=O)C)S(=O)C)=O